Triazapentadien N=NN=CC